3,5-dioxo-2-hydroxybenzenesulfonic acid O=C1C(C(=CC(C1)=O)S(=O)(=O)O)O